BrC=1C=C(C(=C(C(=O)O)C1)C(C1=CC=C(C=C1)Cl)=O)F 5-bromo-2-(4-chloro-benzoyl)-3-fluoro-benzoic acid